5'-(1-(4-amino-1,3-dihydrofurano[3,4-c][1,7]naphthyridine-8-yl)piperidin-2-yl)-7'-chlorospiro[cyclopropane-1,3'-indol]-2'-one NC1=NC=2C=NC(=CC2C2=C1COC2)N2C(CCCC2)C=2C=C1C3(C(NC1=C(C2)Cl)=O)CC3